1,1,4-butantriol C(CCCO)(O)O